3-amino-6-bromo-4-[7-fluoro-2-(oxan-2-yl)indazol-4-yl]-1H-benzo[h]quinolin-2-one NC=1C(NC2=C3C(=C(C=C2C1C=1C2=CN(N=C2C(=CC1)F)C1OCCCC1)Br)C=CC=C3)=O